CC=1N(C=CN1)C1=CC(=CC(=C1)N1C(=NC=C1)C)N1C(=NC=C1)C 1,3,5-tris(2-methyl-1H-imidazol-1-yl)benzene